CC=1CCCC(C1)C=1C(=C(C(=CC1O)CCCCC)C1=NC=CC=N1)O 5'-methyl-4-pentyl-3-(pyrimidin-2-yl)-1',2',3',4'-tetrahydro-[1,1'-biphenyl]-2,6-diol